NC=1C(NC2=C3C=CC=NC3=C(C=C2C1C1=C2C=NNC2=C(C=C1)F)CCC(C)C)=O 3-amino-4-(7-fluoro-1H-indazol-4-yl)-6-(3-methylbutyl)-1H-1,7-phenanthrolin-2-one